N-(3-bicyclo[3.2.1]octanyl)-4-fluoro-1H-pyrrolo[2,3-b]pyridine-2-carboxamide C12CC(CC(CC1)C2)NC(=O)C2=CC=1C(=NC=CC1F)N2